FC(CNC1=NN2C(C=N1)=C(C=C2)C=2C=NC=1N(C2)C(=CN1)C)(C)C N-(2-Fluoro-2-methylpropyl)-5-(3-methylimidazo[1,2-a]pyrimidin-6-yl)pyrrolo[2,1-f][1,2,4]triazin-2-amine